O([C@H]1[C@H](O)[C@@H](O)[C@H](O)[C@H](O1)CO)CCCCCC n-hexyl β-D-glucopyranoside